ClC=1C(=CC(=NC1)OC)C1=CC(=NN1)C(=O)N1CCC(CC1)C(=O)NCC1=NC=2C(=NC=CC2)N1 1-[5-(5-chloro-2-methoxypyridin-4-yl)-1H-pyrazole-3-carbonyl]-N-({3H-imidazo[4,5-b]pyridin-2-yl}methyl)piperidine-4-carboxamide